4-decyl-1,3-oxazolidin-2-one C(CCCCCCCCC)C1NC(OC1)=O